BrC=1C=CC(=NC1C(F)F)C=1N=NN(C1C(=O)OC)C Methyl 4-(5-bromo-6-(difluoromethyl)pyridin-2-yl)-1-methyl-1H-1,2,3-triazole-5-carboxylate